N[C@@H]1[C@H](CCCC1)N(C([C@@H](CC(=O)OC)CC1=NC(=CC=C1)C)=O)C Methyl (R)-4-(((1S,2S)-2-aminocyclohexyl)(methyl)amino)-3-((6-methylpyridin-2-yl)methyl)-4-oxobutanoate